hydroxycyclobutanecarboxylic acid OC1(CCC1)C(=O)O